Tert-butyl (S)-4-((3,9-diazaspiro[5.5]undecan-3-yl)methyl)-3,3-difluoropiperidine-1-carboxylate C1CN(CCC12CCNCC2)C[C@H]2C(CN(CC2)C(=O)OC(C)(C)C)(F)F